C(C)(C)SC(C1=CC(=C(OCCN2CCN(CC2)S(=O)(=O)C2=C(C=CC=C2)Cl)C=C1)OC)SC(C)C 1-(2-(4-(bis(isopropylsulfanyl)methyl)-2-methoxyphenoxy)ethyl)-4-((2-chlorophenyl)sulfonyl)piperazine